tert-butyl N-[(tert-butoxy)carbonyl]-N-[6-(5-chloro-2-fluorophenyl)pyridazin-4-yl]carbamate C(C)(C)(C)OC(=O)N(C(OC(C)(C)C)=O)C1=CN=NC(=C1)C1=C(C=CC(=C1)Cl)F